ClC1=C(C=CC=C1Cl)C1=NNC2=NC(=CN=C21)N2CC1C(C1CC2)(C2=NC=CC=N2)CN (3-(3-(2,3-Dichlorophenyl)-1H-pyrazolo[3,4-b]pyrazin-6-yl)-7-(pyrimidin-2-yl)-3-azabicyclo[4.1.0]heptan-7-yl)methanamine